2,3-diphenylpyran C1(=CC=CC=C1)C1OC=CC=C1C1=CC=CC=C1